NC1CCC(CC1)CN1C(=NC=2C1=C(N=NC2N)C2=CNC=C2)CCCC 1-(((1r,4r)-4-aminocyclohexyl)methyl)-2-butyl-7-(1H-pyrrol-3-yl)-1H-imidazo[4,5-d]pyridazin-4-amine